C1(CC1)OC1=CC=NC(=C1C(=O)NC)C=O 4-CYCLOPROPOXY-2-FORMYL-N-METHYLNICOTINAMIDE